[Na+].[Na+].P(=O)(OCCCCCCCCCCCCCC)([O-])[O-] Mono-tetradecyl phosphate disodium salt